6-{5-chloro-2-[(oxan-4-yl)amino]pyrimidin-4-yl}-2-(2-methoxyethyl)-2,3-dihydro-1H-isoindol-1-one ClC=1C(=NC(=NC1)NC1CCOCC1)C1=CC=C2CN(C(C2=C1)=O)CCOC